N1=CC=CC2=CC(=CC=C12)N1C=CC2=CC(=CC=C12)CN1CCOCC1 4-((1-(quinolin-6-yl)-1h-indol-5-yl)methyl)morpholine